C(C)(C)(C)OC(=O)NC(C(=O)OC(C)C)(C)C Isopropyl 2-((tert-butoxycarbonyl) amino)-2-methylpropanoate